tert-butyl (1R,5S,6R)-6-[4,5-dichloro-2-(prop-2-en-1-yloxy)benzoyl]-3-azabicyclo[3.1.0]hexane-3-carboxylate ClC1=CC(=C(C(=O)C2[C@H]3CN(C[C@@H]23)C(=O)OC(C)(C)C)C=C1Cl)OCC=C